(R)-N-(3-(1-(4-methyl-4H-1,2,4-triazol-3-yl)propan-2-yl)phenyl)-4-(piperazine-1-carbonyl)picolinamide CN1C(=NN=C1)C[C@@H](C)C=1C=C(C=CC1)NC(C1=NC=CC(=C1)C(=O)N1CCNCC1)=O